penta(ethoxy)tantalum C(C)O[Ta](OCC)(OCC)(OCC)OCC